2-(6-bromochroman-2-yl)-2-hydroxyacetic acid BrC=1C=C2CCC(OC2=CC1)C(C(=O)O)O